ClC=1C=C2CN(CC2=CC1)C1=NC2=C(C=C(C=C2C(N1C)=O)C)C(C)NC1=C(C(=O)O)C=CC=C1 2-((1-(2-(5-chloroisoindolin-2-yl)-3,6-dimethyl-4-oxo-3,4-dihydroquinazolin-8-yl)ethyl)amino)benzoic acid